S(=O)([O-])[O-].[NH4+].[NH4+] diammonium sulfite